COP([O-])=O methoxyphosphinate